(E)-1-(4-azidobut-2-en-1-yl)naphthalene N(=[N+]=[N-])C/C=C/CC1=CC=CC2=CC=CC=C12